(RS)-5-amino-1-(2,6-dichloro-4-trifluoromethylphenyl)-4-trifluoromethylxanthylidenepyrazole-3-carbonitrile NC1=C2OC=3C(=CC=C(C3C(C2=CC=C1)=C1C(=NN=C1)C#N)C1=C(C=C(C=C1Cl)C(F)(F)F)Cl)C(F)(F)F